C(CCC)OC(=O)N1CCN(CC1)CCCCC1=NC(=C(C=C1)O)C=NO butyl-4-(4-(5-hydroxy-6-((hydroxyimino)methyl)pyridin-2-yl)butyl)piperazine-1-carboxylate